F[C@H]1CN(C[C@@H]1NC1=NC(=CC=C1)C1=CN=C2N1C=C(N=C2)C(C(F)(F)F)(C)O)C(=O)OC(C)(C)C (3S,4S)-tert-butyl 3-fluoro-4-((6-(6-(1,1,1-trifluoro-2-hydroxypropan-2-yl)imidazo[1,2-a]pyrazin-3-yl)pyridin-2-yl)amino)pyrrolidine-1-carboxylate